2-[1-(2,2-difluoroethyl)-1H-pyrazolo[3,4-b]pyrazin-6-yl]-7-[2-(trifluoromethyl)pyrimidine-5-carbonyl]-2,7-diazaspiro[3.5]nonane FC(CN1N=CC=2C1=NC(=CN2)N2CC1(C2)CCN(CC1)C(=O)C=1C=NC(=NC1)C(F)(F)F)F